2'-chloro-N-(5-(3,5-dimethyl-6-(trifluoromethyl)picolinoyl)-5,6-dihydro-4H-pyrrolo[3,4-d]thiazol-2-yl)-5'-methoxy-6-methyl-[4,4'-bipyridine]-3-carboxamide ClC1=NC=C(C(=C1)C1=C(C=NC(=C1)C)C(=O)NC=1SC2=C(N1)CN(C2)C(C2=NC(=C(C=C2C)C)C(F)(F)F)=O)OC